2-[4-[(3S)-3-(5-cyano-3-pyridinyl)isoxazolidine-2-carbonyl]-4-fluoro-1-piperidinyl]-5-fluoro-pyrimidine-4-carboxamide C(#N)C=1C=C(C=NC1)[C@H]1N(OCC1)C(=O)C1(CCN(CC1)C1=NC=C(C(=N1)C(=O)N)F)F